Cl.Cl.CN1CCN(CC1)[C@@H]1CN[C@H](C1)C 1-methyl-4-((3S,5S)-5-Methylpyrrolidin-3-yl)piperazine dihydrochloride